COC(=O)C1=NC(=CC=C1NC(C)C=1C=C(C=C2C(C(=C(OC12)SCC)C)=O)C)Cl 6-chloro-3-[1-(2-ethylsulfanyl-3,6-dimethyl-4-oxo-chromen-8-yl)ethylamino]pyridine-2-carboxylic acid methyl ester